Ethyl 2-(4-((2,5-dioxo-3-(4-(trifluoromethyl)phenyl) imidazolidin-1-yl)methyl)-2-(trifluoromethyl)phenoxy)-2-methylpropionate O=C1N(C(CN1C1=CC=C(C=C1)C(F)(F)F)=O)CC1=CC(=C(OC(C(=O)OCC)(C)C)C=C1)C(F)(F)F